methyl 4-(3-fluorophenyl)-1-(5-(isopropylthio)-4-(4-(trifluoromethyl) cyclohex-1-en-1-yl) thiazol-2-yl)-3-methyl-1H-pyrazole-5-carboxylate FC=1C=C(C=CC1)C=1C(=NN(C1C(=O)OC)C=1SC(=C(N1)C1=CCC(CC1)C(F)(F)F)SC(C)C)C